(E)-N-hydroxy-3-(2-(((2-(trifluoromethyl)-[1,1'-biphenyl]-4-yl)methyl)amino)phenyl)acrylamide ONC(\C=C\C1=C(C=CC=C1)NCC1=CC(=C(C=C1)C1=CC=CC=C1)C(F)(F)F)=O